OC(C[C@H](N)C(=O)O)CNC(N)=N c-gamma-hydroxyarginine